CC=1SC2=C(N1)C(=CC(=C2)C2=CC(=C1C=C(N=NC1=C2)C2CCNCC2)F)C 7-(2,4-Dimethyl-1,3-benzothiazol-6-yl)-5-fluoro-3-(piperidin-4-yl)cinnoline